C1(=CC=CC=C1)C1(S(=O)(=O)CCC1)C1=CC=CC=C1 diphenyl-sulfolane